OC(=O)C(F)(F)F.C1=NC(=CC2=CC=CC=C12)C=1C=C2CCC3(CCNCC3)OC2=CC1 6-(3-isoquinolyl)-spiro[chromane-2,4'-piperidine] TFA salt